BrC1=NN(C=N1)C1=CC(=CC=C1)OC(F)(F)F 3-bromo-1-(3-(trifluoromethoxy)phenyl)-1H-1,2,4-triazole